ClC1=CN=C(C(=N1)NC(=S)N[C@H]1CN(CCC1)CC)O (R)-1-(6-chloro-3-hydroxypyrazin-2-yl)-3-(1-ethylpiperidin-3-yl)thiourea